FC(C1=NN=C2N1CCN(C2)C(CC(CC2=C(C(=CC(=C2)F)F)F)=O)=O)(F)F 1-[3-(trifluoromethyl)-6,8-dihydro-5H-[1,2,4]triazolo[4,3-a]pyrazin-7-yl]-4-(2,3,5-trifluorophenyl)butane-1,3-dione